isopropyl (S)-2-((S)-2-cyclopentyl-2-isopropoxyacetamido)-6-diazo-5-oxohexanoate C1(CCCC1)[C@@H](C(=O)N[C@H](C(=O)OC(C)C)CCC(C=[N+]=[N-])=O)OC(C)C